(E)-4-(3,5-difluorostyryl)-N,N-dimethylaniline FC=1C=C(/C=C/C2=CC=C(N(C)C)C=C2)C=C(C1)F